OC[C@@H]1CCN(CC[C@H]1C1=CC=C(C=C1)OC)C(=O)OC(C)(C)C (+)-tert-Butyl trans-4-(Hydroxymethyl)-5-(4-methoxyphenyl)azepane-1-carboxylate